ClC1=C(C=C(OCC(=O)NC23CC(C2)(C3)NC(=O)[C@H]3OC2=C([C@H](C3)O)C=C(C(=C2)F)F)C=C1)F (2S,4S)-N-{3-[2-(4-chloro-3-fluorophenoxy)acetamido]bicyclo[1.1.1]pent-1-yl}-6,7-difluoro-4-hydroxy-3,4-dihydro-2H-1-benzopyran-2-carboxamide